3-([1,1'-Biphenyl]-4-yl)-3-(2-methyl-2-phenylhydrazino)propionic acid C1(=CC=C(C=C1)C(CC(=O)O)NN(C1=CC=CC=C1)C)C1=CC=CC=C1